BrC1=C(C=CC=C1)C1=CC=2N(N=C1C)C(=NC(C2C2=C(C=CC=C2)C)=O)N2CCN(CC2)C(=O)OC(C)(C)C tert-Butyl 4-(3-(2-bromophenyl)-2-methyl-6-oxo-5-(o-tolyl)-6H-pyrimido[1,6-b]pyridazin-8-yl)piperazine-1-carboxylate